Pyrazolo[4,3-b]Pyridine-7-amine N1N=CC2=NC=CC(=C21)N